C1(=CC=CC=C1)C1=C(O)C=C(C(=C1)O)C1=CC=CC=C1 2,5-diphenyl-hydroquinone